4-[[5-(4-cyclopropyl-2-fluoro-anilino)-4-methyl-3-pyridyl]methyl]-3-fluoro-N-(methylsulfamoyl)pyridin-2-amine C1(CC1)C1=CC(=C(NC=2C(=C(C=NC2)CC2=C(C(=NC=C2)NS(NC)(=O)=O)F)C)C=C1)F